C1=CC=CC=2C3=CC=CC=C3N(C12)C=1C=CC=2C(=C3N(C=4C=CC=CC4C4=CC=CC=C34)C2C1)C1=CC=CC=C1 11-(9H-carbazole-9-yl)-14-phenyl-indolo[1,2-f]phenanthridine